C1(=CC=C(C=C1)C=1OC(=NN1)C1=CC=CC=C1)C1=CC=CC=C1 2-(4-Biphenylyl)-5-Phenyl-1,3,4-Oxadiazole